CN(C(OC(C)(C)C)=O)C1CC(C1)NC(=O)C1=CC2=C(N3C(S2)=NC(=C3)C=3C=C(C=CC3)C)C=C1 tert-butyl methyl(3-(2-(m-tolyl)benzo[d]imidazo[2,1-b]thiazole-7-carboxamido)cyclobutyl)carbamate